S1N=C(C2=C1C=CC=C2)N2CCN(CC2)CCN2C(C1=C(N=C(N=C1)CC)CC2)=O 6-{2-[4-(1,2-Benzisothiazol-3-yl)piperazin-1-yl]ethyl}-2-ethyl-7,8-dihydropyrido[4,3-d]pyrimidin-5(6H)-one